(3R,4S)-3-cyclopropyl-4-methyl-1-(1-(1-methyl-6-oxo-1,6-dihydropyridin-2-yl)-1H-pyrazolo[3,4-c]pyridin-3-yl)-2-oxopyrrolidine-3-carbonitrile C1(CC1)[C@]1(C(N(C[C@H]1C)C1=NN(C2=CN=CC=C21)C=2N(C(C=CC2)=O)C)=O)C#N